ClC1=C(C(=NC=C1)C(F)F)N1C(N(C2=NC(=NC=C2C1)NC1=C(C=C(C=C1)C1CCN(CC1)C)OC)C1=NC=C(C=C1)OC)=O 3-(4-chloro-2-(difluoromethyl)pyridin-3-yl)-7-((2-methoxy-4-(1-methylpiperidin-4-yl)phenyl)amino)-1-(5-methoxypyridin-2-yl)-3,4-dihydropyrimido[4,5-d]pyrimidin-2(1H)-one